[Si](C)(C)(C(C)(C)C)OC1=C(C=C(C=C1)C(C(/C=C/C(=O)OC)=O)=O)OC methyl (2E)-5-{4-[(tert-butyldimethylsilyl)oxy]-3-methoxyphenyl}-4,5-dioxopent-2-enoate